C(CC1=CC=CC=C1)OC=1C=C2C(=CN1)NC=C2 5-phenethoxy-1H-pyrrolo[2,3-c]pyridine